ClC=1C=C(C(=NC1)C(C)C1=C(C(=O)N)C=C(C=C1C=1SC(=CN1)C)OCC1CCOCC1)F [1-(5-chloro-3-fluoropyridin-2-yl)ethyl]-3-(5-methyl-1,3-thiazol-2-yl)-5-(tetrahydro-2H-pyran-4-ylmethoxy)benzamide